N-(Butyl(4-methyl-4'-(2-(4-methylpiperazin-1-yl)ethyl)-[1,1'-biphenyl]-3-yl)carbamothioyl)benzamide C(CCC)N(C(=S)NC(C1=CC=CC=C1)=O)C=1C=C(C=CC1C)C1=CC=C(C=C1)CCN1CCN(CC1)C